Cl.COC=1C=C(C=C(C1OC)OC)N1C=NC(=C1)N 1-(3,4,5-trimethoxyphenyl)-1H-imidazol-4-amine hydrochloride